6-chloro-1-methyl-2-oxo-4-spiro[3H-furo[3,2-b]pyridine-2,4'-piperidine]-1'-yl-1,5-naphthyridine-3-carbonitrile ClC=1N=C2C(=C(C(N(C2=CC1)C)=O)C#N)N1CCC2(CC1)CC1=NC=CC=C1O2